FC1(C[C@@H](N(C1)CC(=O)O)C1=NN(C(C(=C1)C(F)(F)F)=O)CC1=CC=C(C=C1)OC)F (R)-2-(4,4-difluoro-2-(1-(4-methoxybenzyl)-6-oxo-5-(trifluoromethyl)-1,6-dihydropyridazin-3-yl)pyrrolidin-1-yl)acetic acid